BrC1=C(C=C(C(=C1)C)Br)C 2,5-dibromopara-xylene